COC1=CC=C(CN2[C@@H](CCC3=CC=CN=C23)CCC=O)C=C1 (S)-3-(1-(4-methoxybenzyl)-1,2,3,4-tetrahydro-1,8-naphthyridin-2-yl)propanal